F[C@@H]1[C@@H](C1)C(=O)NC1=CC=C2C(=N1)NC=C2C2=CC1=C(N=CS1)C(=C2OC)F (1S,2S)-2-fluoro-N-[3-(4-fluoro-5-methoxy-1,3-benzothiazol-6-yl)-1H-pyrrolo[2,3-b]pyridin-6-yl]cyclopropane-1-carboxamide